6-CHLORO-3-METHOXYPYRIDINE-2-BORONIC ACID ClC1=CC=C(C(=N1)B(O)O)OC